((11-bromoundecyl)oxy)(tert-butyl)diphenylsilane BrCCCCCCCCCCCO[Si](C1=CC=CC=C1)(C1=CC=CC=C1)C(C)(C)C